C(C=C)N1C(N=CC=2CCC(C(C12)O)(C(=O)[O-])CC1=C(C=CC=C1)[N+](=O)[O-])Cl 1-Allyl-2-chloro-8-hydroxy-7-(2-nitrobenzyl)-5,6,7,8-tetrahydroquinazoline-7-carboxylate